BrC1=C2C(=NC(=C1)NC(C)(C)C)C=C(S2)C2=CC=NN2C2OCCCC2 7-bromo-N-(tert-butyl)-2-(1-(tetrahydro-2H-pyran-2-yl)-1H-pyrazol-5-yl)thieno[3,2-b]pyridin-5-amine